C1=CC(O)=C2C=3[C@@]45[C@@H](O2)[C@@H](O)C=C[C@H]4[C@@H](CC13)N(C)CC5.OCC[N+](C)(C)C choline morphine